(4aR,5R,11bR)-14-methyl-1,2,3,4,4a,5,6,10-octahydro-5,11b-(epiminoethano)phenanthro[2,3-d]imidazol-9-amine CN1CC[C@]23C4=CC5=C(N=C(N5)N)C=C4C[C@@H]1[C@@H]3CCCC2